COC(=O)C1=C(SC(=C1)Br)CNC(C(=O)OCC)C1=C(C=CC(=C1)F)OCOC.[Cl-].C(CCCCCCCCCCC)[N+]1(CCCCC1)CC 1-Dodecyl-1-ethylpiperidinium chlorid methyl-5-bromo-2-[[[2-ethoxy-1-[5-fluoro-2-(methoxymethoxy)phenyl]-2-oxo-ethyl]amino]methyl]thiophene-3-carboxylate